4-(2-bromoethoxy)benzoic acid BrCCOC1=CC=C(C(=O)O)C=C1